(R)-1-(2,5-difluoropyridin-3-yl)ethyl (4-(5-aminopyrimidin-2-yl)-1-methyl-1H-1,2,3-triazol-5-yl)carbamate hydrochloride Cl.NC=1C=NC(=NC1)C=1N=NN(C1NC(O[C@H](C)C=1C(=NC=C(C1)F)F)=O)C